BrC1=CC2=C(OC[C@H](CN2C)NC(C2=CC=CC=C2)(C2=CC=CC=C2)C2=CC=CC=C2)C=C1F (S)-7-Bromo-8-fluoro-5-methyl-3-(tritylamino)-2,3-dihydrobenzo[b][1,4]oxazepine